OC1=CC=C(C=C1)C1=C(C(=NC(=C1)C1=CC=C(C=C1)Br)N)C#N 4-(4-hydroxyphenyl)-6-p-bromophenyl-2-amino-3-cyanopyridine